Cl.N1C=NC2=C1C=C(C=C2)[C@H](C)N (1S)-1-(1H-1,3-benzodiazol-6-yl)ethane-1-amine hydrochloride